1,1-dimethyl-2-propynyl (methyl) (2-propenyl) phosphate P(=O)(OC(C#C)(C)C)(OC)OCC=C